1-Dodecyl-3-propylpiperidinium cyanid [C-]#N.C(CCCCCCCCCCC)[NH+]1CC(CCC1)CCC